N1=C(C=CC=C1)[C@H]1[C@@H](C1)C(=O)O trans-2-(pyridin-2-yl)cyclopropane-1-carboxylic acid